C(#N)C1=NC2=CC(=CC(=C2N=C1N1CC2=NC=CC=C2C1)[C@@H](C)NC1=C(C(=O)O)C=CC=C1)C (R)-2-((1-(2-cyano-3-(5,7-dihydro-6H-pyrrolo[3,4-b]pyridin-6-yl)-7-methylquinoxalin-5-yl)ethyl)amino)benzoic acid